C(C)(C)(C)OC(=O)N1[C@@H](CCC1)CCC(=O)O 3-[(2S)-1-(tert-butoxycarbonyl)pyrrolidin-2-yl]propanoic acid